N1=CC=CC2=C(N=CC=C12)SCC(=O)C1=CC=C(S1)CNC(CO)=O N-((5-(2-((1,6-naphthyridin-5-yl)thio)acetyl)thiophen-2-yl)methyl)-2-hydroxyacetamide